2-(2-chlorophenyl)-N-(2-(1,1-difluoropropyl)-4-sulfamoyl-2H-indazol-6-yl)acetamide ClC1=C(C=CC=C1)CC(=O)NC=1C=C(C2=CN(N=C2C1)C(CC)(F)F)S(N)(=O)=O